IC=1C(=NNC1)C(C(C)C)=O 1-(4-iodo-1H-pyrazol-3-yl)-2-methyl-propan-1-one